tert-butyl (1S,2S,5R)-2-(2-methoxyvinyl)-3,8-diazabicyclo[3.2.1]octane-8-carboxylate COC=C[C@H]1[C@@H]2CC[C@H](CN1)N2C(=O)OC(C)(C)C